Tert-butyl-[[3-fluoro-2-[2-(2-methoxypyrimidin-5-yl)-1,3,4,6-tetrahydropyrrolo[3,4-c]pyrrol-5-yl]-4-pyridinyl]methoxy]-dimethylsilane C(C)(C)(C)[Si](C)(C)OCC1=C(C(=NC=C1)N1CC2=C(C1)CN(C2)C=2C=NC(=NC2)OC)F